C(C)S(=O)(=O)N[C@H](C(=O)N1[C@@H]([C@H]2C([C@H]2C1)(C)C)C(=O)O)C(C)(C)C (1R,2S,5S)-3-[(2S)-2-(ethylsulfonylamino)-3,3-dimethyl-butanoyl]-6,6-dimethyl-3-azabicyclo[3.1.0]hexane-2-carboxylic acid